FC1=C(C=C(C(=O)OC(C)(C)C)C=C1)B1OC(C(O1)(C)C)(C)C tert-butyl 4-fluoro-3-(4,4,5,5-tetramethyl-1,3,2-dioxaborolan-2-yl)benzoate